Cl.NCC=1C=2C3=C(C(N(C3=CC1)C1C(NC(CC1)=O)=O)=O)C=CC2 3-[6-(aminomethyl)-2-oxo-benzo[cd]indol-1-yl]piperidine-2,6-dione hydrochloride